(2R,3R,5S,6S)-3,5-dihydroxy-2-(hydroxymethyl)-6-methoxytetrahydro-4H-pyran-4-one O[C@@H]1[C@H](O[C@@H]([C@@H](C1=O)O)OC)CO